methoxymethoxynaphthalen-1-ol COCOC1=C(C2=CC=CC=C2C=C1)O